(E)-3-(6-((5-fluoro-4-(4-fluoro-1-isopropyl-2-methyl-1H-benzo[d]imidazol-6-yl)pyrimidin-2-yl)amino)pyridin-3-yl)-N-hydroxyacrylamide FC=1C(=NC(=NC1)NC1=CC=C(C=N1)/C=C/C(=O)NO)C=1C=C(C2=C(N(C(=N2)C)C(C)C)C1)F